1-(2-(3-fluoro-5-(trifluoromethyl)benzyl)-5-methylpyridin-4-yl)-1,5,6,7-tetrahydro-4H-pyrazolo[4,3-c]pyridin-4-one FC=1C=C(CC2=NC=C(C(=C2)N2N=CC=3C(NCCC32)=O)C)C=C(C1)C(F)(F)F